(S)-1-(3-(4-Amino-5-iodo-7H-pyrrolo[2,3-d]pyrimidin-7-yl)pyrrolidin-1-yl)prop-2-en-1-one NC=1C2=C(N=CN1)N(C=C2I)[C@@H]2CN(CC2)C(C=C)=O